ClC1=C(C#N)C=CC(=N1)C1=C(C=C(C=C1)Cl)Cl 2-chloro-6-(2,4-dichlorophenyl)nicotinonitrile